(2S)-2-(4-chlorophenoxy)-N-(cyclopropylmethoxy)propanamide ClC1=CC=C(O[C@H](C(=O)NOCC2CC2)C)C=C1